C(C)N1[C@H]([C@@H](CCC1)C1=CC=2C(=NC=CC2NC=2C(=CC3=C(N=CS3)C2F)F)S1)C N-(2-((2S,3R)-1-ethyl-2-methylpiperidin-3-yl)thieno[2,3-b]pyridin-4-yl)-4,6-difluorobenzo[d]thiazol-5-amine